COC(=O)C=1SC(=C(N1)C)OC1=C(C=C(C=C1)N1N=CNC1=O)F 5-[2-fluoro-4-(5-oxo-4H-1,2,4-triazol-1-yl)phenoxy]-4-methyl-thiazole-2-carboxylic acid methyl ester